[C@H]12[C@H](C[C@H](CC1)O2)NC2=CC(=NC1=CC(=CC=C21)C2=CC=NN2)N |r| rac-N4-((1R,2S,4S)-7-oxabicyclo[2.2.1]heptan-2-yl)-7-(1H-pyrazol-5-yl)quinoline-2,4-diamine